FC(OC=1C=NC(=NC1)N[C@@H]1C[C@H](CC1)NC1=CC=C(C=N1)CC(=O)OC)F methyl 2-(6-{[(1S,3S)-3-[(5-(difluoromethoxy)pyrimidin-2-yl)amino]cyclopentyl]amino}pyridin-3-yl)acetate